BrC1=CC=C(C=N1)OC(C(=O)OCC)(F)F Ethyl 2-((6-bromopyridin-3-yl)oxy)-2,2-difluoroacetate